(R)-N-(5-(5-methyl-1,2,4-oxadiazol-3-yl)-2,3-dihydro-1H-inden-1-yl)-2-oxo-2,3-dihydro-1H-benzo[d]imidazole-5-carboxamide CC1=NC(=NO1)C=1C=C2CC[C@H](C2=CC1)NC(=O)C1=CC2=C(NC(N2)=O)C=C1